C(\C=C/C1=CC=CC=C1)=O Z-cinnamaldehyde